BrC1=C(C(=C(OCCCC(C(=O)O)(C)C)C(=C1)C)O)C 5-(4-bromo-2-hydroxy-3,6-dimethylphenoxy)-2,2-dimethylpentanoic acid